FC1(CNCC[C@@H]1C=1C=C(N(C)[C@H]2C(NC(CC2)=O)=O)C=CC1)F (3R)-3-[3-[(4R)-3,3-difluoro-4-piperidyl]-N-methyl-anilino]piperidine-2,6-dione